1-Nonyl-4-Methylpyridinium methansulfonat CS(=O)(=O)[O-].C(CCCCCCCC)[N+]1=CC=C(C=C1)C